Cl.FC(C1C2CNCC12)(F)F 6-(trifluoromethyl)-3-azabicyclo[3.1.0]hexane hydrochloride